NC1=CC(=NC=C1C(=O)N1CCC=2N(N=C3CCN(C[C@H]1C23)C(C=C)=O)C2=C(C=C(C=C2)C2CC2)O)SC(F)(F)F |o1:20| (R or S)-1-(5-(4-amino-6-((trifluoromethyl)thio)nicotinoyl)-2-(4-cyclopropyl-2-hydroxyphenyl)-2,3,4,5,5a,6,8,9-octahydro-7H-1,2,5,7-tetraazabenzo[cd]azulen-7-yl)prop-2-en-1-one